CC=1N=C2N(N=C(C=C2C)C=2N=C3N(C(C2)=O)C=C(S3)N3C[C@H]2N(CC3)CCC2)C1 7-(2,8-Dimethylimidazo[1,2-b]pyridazin-6-yl)-2-[(8aS)-3,4,6,7,8,8a-hexahydro-1H-pyrrolo[1,2-a]pyrazin-2-yl]thiazolo[3,2-a]pyrimidin-5-on